rac-(1S*,2S*)-2-(3-chlorophenyl)-N-(5-((2-phenylthiazoL-4-yl)methoxy)pyridazin-3-yl)cyclopropane-1-carboxamide ClC=1C=C(C=CC1)[C@@H]1[C@H](C1)C(=O)NC=1N=NC=C(C1)OCC=1N=C(SC1)C1=CC=CC=C1 |r|